FC1=[N+](C=CC(=C1)C)[O-] 2-fluoro-4-methylpyridine 1-oxide